O=C1CN(CC(N1)=O)[C@H]([C@@H](C)N1CC(NC(C1)=O)=O)C 4-[(2R,3S)-3-(3,5-dioxo-1-piperazinyl)-2-butanyl]-2,6-piperazinedione